FC1(CC(CC1)C1=CC=C(C=C1)C1=CC=C(C=C1)OC1=C(N=NN1)C(=O)OC)F methyl 5-((4'-(3,3-difluorocyclopentyl)-[1,1'-biphenyl]-4-yl)oxy)-1H-1,2,3-triazole-4-carboxylate